7-bromo-8-fluoro-N-(2-methoxyethyl)isoquinolin-3-amine BrC1=CC=C2C=C(N=CC2=C1F)NCCOC